2-[(2R,4S)-4-({6-[(1S)-1-[(2S,4R)-4-fluoro-1-methylpyrrolidin-2-yl]ethoxy]-2-{5-[1-(2-fluorophenyl)cyclobutyl]-1,2,4-oxadiazol-3-yl}pyrimidin-4-yl}oxy)piperidin-2-yl]acetonitrile F[C@@H]1C[C@H](N(C1)C)[C@H](C)OC1=CC(=NC(=N1)C1=NOC(=N1)C1(CCC1)C1=C(C=CC=C1)F)O[C@@H]1C[C@H](NCC1)CC#N